C(C)(C)(C)C=1C=C(C=CC1)C=1NC2=CC=C(C=C2C1)C12CC(C1)(C2)C(=O)O 3-[2-(3-tert-butylphenyl)-1H-indol-5-yl]bicyclo[1.1.1]pentane-1-carboxylic acid